Cl.BrC1=CC(=C(C=C1)CCN)C 2-(4-bromo-2-methylphenyl)ethylamine hydrochloride